C(C)OC(=O)C=1C(OC2=C(C1)C=CC(=C2)OCCCl)=O 7-(2-chloroethoxy)-2-oxo-2H-benzopyran-3-carboxylic acid ethyl ester